N1(C=NC2=C1C=CC=C2)CC(=O)N2[C@@H](C[C@H](C2)F)C(=O)N[C@@H](C2=CC=CC=C2)C2=NC(=C(C=C2)C(C)C)F (2S,4R)-1-[2-(1H-1,3-benzodiazol-1-yl)acetyl]-4-fluoro-N-[(S)-[6-fluoro-5-(propan-2-yl)pyridin-2-yl](phenyl)methyl]pyrrolidine-2-carboxamide